N1C(CCCC1)(P(O)(=O)O)P(O)(=O)O azacyclohexane-2,2-diphosphonic acid